CN(C=1C=C2C(=NNC2=CC1)C(F)(F)F)C1CCOCC1 N-Methyl-N-(tetrahydro-2H-pyran-4-yl)-3-(trifluoromethyl)-1H-indazol-5-amine